BrC=1C(=C2C(=NC=NC2=CC1)N)F 6-bromo-5-fluoroquinazolin-4-amine